CC1=C2N(C(C(=C1)NC1=CC(=NC=N1)NCCC(=O)O)=O)C1(NC2=O)CCC2(CC1)CC2 3-((6-((8''-methyl-1'',5''-dioxo-1'',5''-dihydro-2''H-dispiro[cyclopropane-1,1'-cyclohexane-4',3''-imidazo[1,5-a]pyridin]-6''-yl)amino)pyrimidin-4-yl)amino)propanoic acid